CN(C1=NC(=C(C(=N1)N)N)N)C 2-dimethylamino-4,5,6-triaminopyrimidine